6-[2-[1-(2,2-difluoroethyl)pyrazol-4-yl]-5-ethylsulfonyl-1-methyl-imidazol-4-yl]-3-(trifluoromethyl)-7H-pyrrolo[3,4-b]pyridin-5-one FC(CN1N=CC(=C1)C=1N(C(=C(N1)N1CC2=NC=C(C=C2C1=O)C(F)(F)F)S(=O)(=O)CC)C)F